C(C)(C)(C)[S@@](=O)N[C@@H]1C2=C(N=C(S2)C)CC12CCN(CC2)C(=O)OC(C)(C)C tert-butyl (6S)-6-[[(R)-tert-butylsulfinyl]amino]-2-methyl-spiro[4,6-dihydrocyclopenta[d]thiazole-5,4'-piperidine]-1'-carboxylate